BrC1=C(C(=C(C(=O)O)C=C1)NC[C@@H]1N(CCN(C1)C(=O)OC(C)(C)C)S(=O)(=O)O)Cl 4-Bromo-2-({[(2S)-4-(tert-butoxycarbonyl)-1-sulfopiperazin-2-yl]methyl}amino)-3-chlorobenzoic acid